3-((1-Acetyl-4-hydroxypiperidin-4-yl)methyl)-6-((2-(pyrrolidin-1-yl)ethyl)amino)pyrimidin-4(3H)-one C(C)(=O)N1CCC(CC1)(O)CN1C=NC(=CC1=O)NCCN1CCCC1